(M)-4-(2-chlorophenyl)-7-(4-methyl-1,3-thiazol-5-yl)-2-(2-(2-propenoyl)-2,6-diazaspiro[3.4]octan-6-yl)-5,6-dihydro-3-quinolinecarbonitrile ClC1=C(C=CC=C1)C1=C(C(=NC=2C=C(CCC12)C1=C(N=CS1)C)N1CC2(CN(C2)C(C=C)=O)CC1)C#N